inosine 5'-phosphate P(=O)(O)(O)OC[C@@H]1[C@H]([C@H]([C@@H](O1)N1C=NC=2C(O)=NC=NC12)O)O